CC1=NC=2N(C(=C1)C)N=CC2C(=O)NC=2C=NC(=CC2)C#C 5,7-Dimethyl-N-(6-Ethynylpyridin-3-Yl)Pyrazolo[1,5-A]Pyrimidine-3-Carboxamide